C(C)(C)(C)[Si](OC=1C=C(C=CC1)C(=O)C=1N=C(SC1)[C@H]1NCCC1)(C)C (S)-(3-((tertbutyldimethylsilyl)oxy)phenyl)(2-(pyrrolidin-2-yl)thiazol-4-yl)methanone